C1(=CC=CC=C1)C=1N=C(C=2NC=3C=CC=CC3C2N1)C1=CC=CC=C1 2,4-diphenyl-5H-pyrimido[5,4-b]indole